BrC=1C=C(C(=NC1)NC(CCCC)=O)C N-(5-bromo-3-methylpyridin-2-yl)valeramide